C12COCC(N1[C@H]1CCC3=C(CC1)C=C(C=C3)C=3C=C1C(=NC3)NN=C1C1=CC=C(C=C1)C1=NC=CC=C1N1C(CCCC1)=O)C2 1-[2-(4-{5-[(7S)-7-{3-Oxa-6-azabicyclo[3.1.1]heptan-6-yl}-6,7,8,9-tetrahydro-5H-benzo[7]annulen-2-yl]-1H-pyrazolo[3,4-b]pyridin-3-yl}phenyl)pyridin-3-yl]piperidin-2-one